C(C)(C)(C)C=1C=C2C=CC3=CC=C(C4=CC=C(C1)C2=C43)C=O 7-(tert-butyl)-1-pyreneformaldehyde